(S)-Fmoc-homomorpholine-2-carboxylic acid C(=O)(OCC1C2=CC=CC=C2C2=CC=CC=C12)N1C[C@H](OCCC1)C(=O)O